CNCC1N(CCCC1)C(=O)OC(C)(C)C tert-butyl 2-[(methylamino) methyl]-1-piperidinecarboxylate